CC=1C(=NC=C(C#N)C1)N1CC=2C=C(C=NC2CC1)N1CC(OCC1)C1=NC=CC=C1 5-methyl-6-(3-(2-(pyridin-2-yl)morpholino)-7,8-dihydro-1,6-naphthyridin-6(5H)-yl)nicotinonitrile